O=C1NC(CC[C@@H]1NC(=O)[C@@H]1CCN(C2=CC=CC=C12)C(COCCOCCOCCNC(OC(C)(C)C)=O)=O)=O tert-Butyl N-[2-[2-[2-[2-[(4R)-4-[[(3S)-2,6-dioxopiperidin-3-yl]carbamoyl]-3,4-dihydroquinolin-1(2H)-yl]-2-oxoethoxy]ethoxyl]ethoxy]ethyl]carbamate